C(C)(C)(C)OC(=O)N1[C@@H](CN(C[C@@H]1C)C1=CC=C(C=2N=CC(=NC12)O)C(=O)OC)C methyl 8-[(3R,5S)-4-tert-butoxycarbonyl-3,5-dimethyl-piperazin-1-yl]-2-hydroxy-quinoxaline-5-carboxylate